FC(CCS(=O)(=O)N1C[C@@H](CCC1)NC(CC1=NC=C2C=CC(=NC2=C1)C1=NC(=CC=C1)N1C[C@@H](O[C@@H](C1)C)C)=O)F N-((R)-1-((3,3-difluoropropyl)sulfonyl)piperidin-3-yl)-2-(2-(6-((cis)-2,6-dimethylmorpholino)pyridin-2-yl)-1,6-naphthyridin-7-yl)acetamide